FC1(CCC(CC1)/C=C/C1=CC(=CC=2C[C@@H](OC21)C)NC(C=C)=O)F (S,E)-N-(7-(2-(4,4-difluorocyclohexyl)vinyl)-2-methyl-2,3-dihydrobenzofuran-5-yl)acrylamide